NCC=1C=C(C=CC1)C=1C=C(C2=C(C(=CO2)COC2=C(C=CC=C2)CC(=O)O)C1)C#CC1CC1 2-(2-((5-(3-(aminomethyl)phenyl)-7-(cyclopropylethynyl)benzofuran-3-yl)methoxy)phenyl)acetic acid